1-[(3R)-1-methylpyrrolidin-3-yl]methanamine CN1C[C@H](CC1)CN